C(C)(C)(C)OC(=O)N1C[C@H]([C@@H](CC1)NC(=O)OCC1=CC=CC=C1)OS(=O)(=O)C trans-4-(benzyloxycarbonylamino)-3-(methylsulfonyloxy)-piperidine-1-carboxylic acid tert-butyl ester